C(C)(C)(C)C=1C(=C(C(=C(C1[2H])C(C)(C)C)[2H])B1OC(C(O1)(C)C)(C)C)[2H] 2-(3,5-di-tert-butylphenyl-2,4,6-d3)-4,4,5,5-tetramethyl-1,3,2-dioxaborolane